C(C)(C)(C)OC(=O)NC1CSC2=C(N(C1=O)CC1=CC=C(C=C1)C#N)C=C(C(=C2)F)C(=O)O 3-(tert-butoxycarbonylamino)-5-[(4-cyanophenyl)methyl]-8-fluoro-4-oxo-2,3-dihydro-1,5-benzothiazepine-7-carboxylic acid